2,5-dihydroxy-1,4-benzenediphosphonic acid OC1=C(C=C(C(=C1)P(O)(=O)O)O)P(O)(=O)O